C(C)(C)(C)C1=NC(=CC(=C1)C)C(C)(C)C 2,6-di-tertiary-butyl-4-methylpyridine